tellurophenone [Te]1(C=CC=C1)=O